C(C1=CC=CC=C1)(=O)OC=1C(=NC=CC1OC)C(N[C@H](C(=O)N[C@H](C(C1=CC=C(C=C1)OC)C1=CC=C(C=C1)OC)C)CCSC)=O 2-(((S)-1-(((S)-1,1-bis(4-methoxyphenyl)propan-2-yl)amino)-4-(methylthio)-1-oxobutan-2-yl)carbamoyl)-4-methoxypyridin-3-yl benzoate